C(=O)O.C(C1=CC=CC=C1)OCCCC=1N=C2N(C=C(C(=C2)OC(C)C)Br)C1 2-(3-benzyloxypropyl)-6-bromo-7-isopropoxy-imidazo[1,2-a]pyridine formic acid salt